tert-butyl 4-(3-((2-(3-methoxyphenyl)-2-oxoethyl)carbamoyl)benzyl)piperazine-1-carboxylate COC=1C=C(C=CC1)C(CNC(=O)C=1C=C(CN2CCN(CC2)C(=O)OC(C)(C)C)C=CC1)=O